2-fluoro-4-((2-((1S,2S)-2-hydroxycyclopentyl)-6,7-dimethyl-3-oxo-2,3-dihydro-1H-isoindol-5-yl)methyl)-N-methylbenzamide FC1=C(C(=O)NC)C=CC(=C1)CC=1C=C2C(N(CC2=C(C1C)C)[C@@H]1[C@H](CCC1)O)=O